C1(CC1)NC1=NC(=NC=C1C(F)(F)F)NC1=C2C=NN(C2=CC=C1)CCS(=O)(=O)C1CC1 N4-cyclopropyl-N2-(1-(2-(cyclopropylsulfonyl)ethyl)-1H-indazol-4-yl)-5-(trifluoromethyl)pyrimidine-2,4-diamine